acrylic acid, 1-anthracenyl ester C(C=C)(=O)OC1=CC=CC2=CC3=CC=CC=C3C=C12